FC1=C(C(=C(C=C1OC)OC)F)N1C(N(C2=C(C1)C=NC(=C2)C=2C(=NN(C2)C)C)CC2CCOCC2)=O 3-(2,6-difluoro-3,5-dimethoxyphenyl)-7-(1,3-dimethyl-1H-pyrazol-4-yl)-1-((tetrahydro-2H-pyran-4-yl)methyl)-3,4-dihydropyrido[4,3-d]pyrimidin-2(1H)-one